2-[3-(difluoromethyl)-5-methyl-pyrazol-1-yl]-6-[6-[(6-methylpyridazin-3-yl)amino]benzimidazol-1-yl]pyridine-3-carbonitrile FC(C1=NN(C(=C1)C)C1=NC(=CC=C1C#N)N1C=NC2=C1C=C(C=C2)NC=2N=NC(=CC2)C)F